C(\C=C\C(=O)O)(=O)O.C(\C=C\C(=O)O)(=O)O.ClC=1C=C(C2=C(OCO2)C1)CCN1C[C@@H](CC1)CN (S)-(1-(2-(6-chlorobenzo[d][1,3]dioxol-4-yl)ethyl)pyrrolidin-3-yl)methanamine difumarate